5-(4-ethylindolin-1-yl)sulfonyl-2H-isoquinolin-1-one C(C)C1=C2CCN(C2=CC=C1)S(=O)(=O)C1=C2C=CNC(C2=CC=C1)=O